[6-[(2-fluoro-4-methylsulfonyl-phenyl)methyl]-2-azaspiro[3.3]heptan-2-yl]-[6-[3-(1-hydroxycyclopropyl)-1,2,4-triazol-1-yl]-2-azaspiro[3.3]heptan-2-yl]methanone FC1=C(C=CC(=C1)S(=O)(=O)C)CC1CC2(CN(C2)C(=O)N2CC3(C2)CC(C3)N3N=C(N=C3)C3(CC3)O)C1